Cl.NC[C@H]1CCC(N1)=O (R)-5-aminomethyl-pyrrolidine-2-one hydrochloride